N-(2-chloro-6-(4-isopropyl-1,4-diazepan-1-yl)phenyl)-4-(5-((1S,2S)-2-fluorocyclopropyl)-1,2,4-oxadiazol-3-yl)-4-methylpiperidine-1-carboxamide ClC1=C(C(=CC=C1)N1CCN(CCC1)C(C)C)NC(=O)N1CCC(CC1)(C)C1=NOC(=N1)[C@H]1[C@H](C1)F